OC[C@H]1N(C[C@@H](N(C1)C=1C=2C(N(C(C1)=O)C)=CN(N2)CC#N)C)C(C)C=2C=C1N=CC=NC1=CC2 (7-((2S,5S)-5-(hydroxymethyl)-2-methyl-4-(1-(quinoxalin-6-yl)ethyl)piperazin-1-yl)-4-methyl-5-oxo-4,5-dihydro-2H-pyrazolo[4,3-b]pyridin-2-yl)acetonitrile